C(C1=CC=CC=C1)OC(CO)COCC1=CC=CC=C1 2,3-dibenzyloxy-1-propanol